CC=1N=C2C=CC=CC2=C2C=CC(=CC12)OC 6-methyl-8-methoxyphenanthridine